C(=CCCCCCCC)OC1=C(C=CC=C1)S(=O)(=O)N noneneoxybenzenesulfonamide